C(C=C)N1N(C2=NC(=NC=C2C1=O)N)C1=CC=CC(=N1)OC1CCN(CC1)C(=O)OC(C)(C)C tert-butyl 4-[6-(2-allyl-6-amino-3-oxo-1,2-dihydro-3H-1,2,5,7-tetraazainden-1-yl)-2-pyridyloxy]-1-piperidinecarboxylate